5-chloro-2-(1-(2-fluorobenzyl)-5-(isoxazol-3-yl)-1H-pyrazol-3-yl)pyrimidin-4(3H)-one ClC=1C(NC(=NC1)C1=NN(C(=C1)C1=NOC=C1)CC1=C(C=CC=C1)F)=O